C1(C(CCC)O1)=O α-valerolactone